1-(4-fluoro-3-(trifluoromethyl)phenyl)butan-1-one FC1=C(C=C(C=C1)C(CCC)=O)C(F)(F)F